2-mercapto-5-methyl-1,3,4-thiadiazolyl-(Z)-2-(2-aminothiazol-4-yl)-2-methoxyiminoacetate SC=1S(C(=NN1)C)CO\N=C(/C(=O)[O-])\C=1N=C(SC1)N